NC1=C2C(=NC=N1)N(N=C2C2=CC=C(C=C2)OC2=CC=CC=C2)C2CCN(CC2)CC2CN(C2)C2CCN(CC2)C(=O)[O-] 4-(3-((4-(4-amino-3-(4-phenoxyphenyl)-1H-pyrazolo[3,4-d]pyrimidin-1-yl)piperidin-1-yl)methyl)azetidin-1-yl)piperidine-1-carboxylate